2'-allyl-3'-fluoro-5,6-dihydro-[1,1'-biphenyl]-3(4H)-one C(C=C)C1=C(C=CC=C1F)C1=CC(CCC1)=O